ClC1=C(C=C(C=C1)N1CCN(CC1)C(CCS(=O)(=O)C)=O)C=1N=C2N(C=CC=C2)C1C 1-(4-(4-chloro-3-(3-methylimidazo[1,2-a]pyridin-2-yl)phenyl)piperazin-1-yl)-3-(methylsulfonyl)propan-1-one